C(C)(C)C=1C(=NNC1C=1C=C(C=2N(C1)N=CN2)OC)C=2SC(=C(N2)C)N2CC1(C2)CN(C1)CCS(=O)(=O)C 2-(4-isopropyl-5-(8-methoxy-[1,2,4]triazolo[1,5-a]pyridin-6-yl)-1H-pyrazol-3-yl)-4-methyl-5-(6-(2-(methylsulfonyl)ethyl)-2,6-diazaspiro[3.3]hept-2-yl)thiazole